FC(C(=O)[O-])(F)F.N1CC(C1)NC1=[N+](C=CC2=CC=CC=C12)C 1-(azetidin-3-ylamino)-2-methylisoquinolin-2-ium 2,2,2-trifluoroacetate